CC[C@@H]([C@H](C)O)N1C(=O)N(C=N1)C2=CC=C(C=C2)N3CCN(CC3)C4=CC=C(C=C4)OC[C@H]5C[C@](OC5)(CN6C=NC=N6)C7=C(C=C(C=C7)F)F The molecule is an N-arylpiperazine that consists of piperazine carrying two 4-substituted phenyl groups at positions 1 and 4. A triazole antifungal drug. It has a role as a trypanocidal drug. It is a member of triazoles, a N-arylpiperazine, an organofluorine compound, a member of oxolanes, an aromatic ether, a conazole antifungal drug and a triazole antifungal drug.